CN(C)\C=C(/C(=O)[O-])\C(C)=O (Z)-2-((dimethylamino) methylene)-3-oxobutyrate